FC(C1=NC=CC(=C1)C=1N=CN(C1)CC(=O)NC1=CC=C(C=N1)N1CCN(CC1)C(=O)OC(C)(C)C)(F)F tert-butyl 4-[6-[[2-[4-[2-(trifluoromethyl)-4-pyridyl]imidazol-1-yl]acetyl]amino]-3-pyridyl]piperazine-1-carboxylate